N-[2-(2,6-dioxo-3-piperidinyl)-3-oxo-isoindolin-5-yl]-3H-imidazo[4,5-b]pyridine-6-carboxamide O=C1NC(CCC1N1CC2=CC=C(C=C2C1=O)NC(=O)C=1C=C2C(=NC1)NC=N2)=O